[Na].C1(CCCCC1)S(=O)(=O)C=1C(=NC2=C(C=CC=C2C1C(=O)O)CC)C=1SC2=C(C1C)C=CC=C2 (Cyclohexanesulfonyl)-8-ethyl-2-(3-methyl-1-benzothien-2-yl)quinoline-4-carboxylic acid sodium